[O-]C1=C(C=CC2=C(C(=CC=C12)C(=O)[O-])[O-])C(=O)[O-] 1,5-dioxido-2,6-naphthalenedicarboxylate